2-(3,4-dimethoxyphenyl)-5-(1-(2-ethylbutyl)piperidin-4-yl)-3-isopropyl-1H-indole COC=1C=C(C=CC1OC)C=1NC2=CC=C(C=C2C1C(C)C)C1CCN(CC1)CC(CC)CC